C(C)NCC(=O)N1[C@@](CCC1)(C(=O)N[C@@H](CCC(=O)O)C(=O)O)C ((S)-1-(ethylglycyl)-2-methylpyrrolidine-2-carbonyl)-L-glutamic acid